3-Methyl-1-phenylbutan-2-yl ((S)-4-methyl-1-oxo-1-(((S)-1-oxo-3-((S)-2-oxopyrrolidin-3-yl)propan-2-yl)amino)pentan-2-yl)carbamate CC(C[C@@H](C(N[C@H](C=O)C[C@H]1C(NCC1)=O)=O)NC(OC(CC1=CC=CC=C1)C(C)C)=O)C